C(CC)N1N=CC=2C1=NC(=CC2)NC(OC(C)(C)C)=O tert-butyl (1-propyl-1H-pyrazolo[3,4-b]pyridin-6-yl)carbamate